C(C=C)OC1=CC2=C(OC[C@@H](C(N2C)=O)NC(C(=O)NCCC2=CC=CC=C2)=O)C=C1 (S)-N1-(7-(allyloxy)-5-methyl-4-oxo-2,3,4,5-tetrahydrobenzo[b][1,4]oxazepin-3-yl)-N2-phenethyl-oxalamide